ClC=1C(=C(C=C2C=C(N=CC12)NC=1C=CC2=C(CN(C(O2)=O)C)C1)C1=C(C2=C(OCCN2C(=O)[O-])N=C1)C)F 7-(8-Chloro-7-fluoro-3-((3-methyl-2-oxo-3,4-dihydro-2H-benzo[e][1,3]oxazine-6-yl)amino)isoquinolin-6-yl)-8-methyl-2,3-dihydro-1H-pyrido[2,3-b][1,4]oxazine-1-carboxylate